C(#N)C1=CC(=C(COC2=CC=CC(=N2)C2CCN(CC2)C(=O)C=2C(=NC=CC2)C(=O)O)C=C1)F (4-(6-((4-cyano-2-fluorobenzyl)oxy)pyridin-2-yl)piperidine-1-carbonyl)picolinic acid